C(C)OC(=O)C1CC2(C1)CC(C2)CO 6-(hydroxymethyl)spiro[3.3]Heptane-2-carboxylic acid ethyl ester